N-(5-methoxy-4-((6-methyl-2-(1-methyl-2-oxabicyclo[2.1.1]hex-4-yl)pyrimidin-4-yl)amino)pyridin-2-yl)acetamide COC=1C(=CC(=NC1)NC(C)=O)NC1=NC(=NC(=C1)C)C12COC(C1)(C2)C